5-bromobenzene-1,2,3-triamine BrC=1C=C(C(=C(C1)N)N)N